CC1=CC(=NN1C1=CC=C(C=C1)OC(F)(F)F)N1CCN(CC1)CCN1CCS(CC1)(=O)=NC(OCC1=CC=CC=C1)=O benzyl N-[4-[2-[4-[5-methyl-1-[4-(trifluoromethoxy) phenyl]pyrazol-3-yl]piperazin-1-yl]ethyl]-1-oxo-1,4-thiazinan-1-ylidene]carbamate